FC(C1=NN(C=C1C(=O)NC1=C(C=CC=C1)C1=CC(=C(C(=C1)F)F)F)C)F 3-(difluoromethyl)-1-methyl-N-(3',4',5'-trifluorobiphenyl-2-yl)pyrazole-4-carboxamide